ethyl N-acetyl-L-cysteinate C(C)(=O)N[C@@H](CS)C(=O)OCC